tert-butyl(((2S)-2-((E)-6-(3,3-dimethyloxiran-2-yl)-4-methylhex-3-en-1-yl)-2,5,7,8-tetramethylchroman-6-yl)oxy)dimethylsilane C(C)(C)(C)[Si](C)(C)OC=1C(=C2CC[C@](OC2=C(C1C)C)(C)CC\C=C(\CCC1OC1(C)C)/C)C